potassium 2,4,6-trimethylbenzenesulfinate CC1=C(C(=CC(=C1)C)C)S(=O)[O-].[K+]